butyl 2-furoate O1C(=CC=C1)C(=O)OCCCC